N=1C=CN2C1C=C(C=C2)NC=2C(N(C=C(N2)B(O)O)C)=O 6-(Imidazo[1,2-a]pyridin-7-ylamino)-4-methyl-5-oxo-4,5-dihydropyrazin-2-ylboronic Acid